2-(2,6-dioxopiperidin-3-yl)-5,6-difluoro-isoindoline-1,3-dione O=C1NC(CCC1N1C(C2=CC(=C(C=C2C1=O)F)F)=O)=O